5-Amino-1-cyclobutyl-3-methyl-1H-pyrazol NC1=CC(=NN1C1CCC1)C